ClC1=NC=NC2=C1N(C=1C=CC(=CC21)C2CCN(CC2)C)CC(F)(F)F 4-chloro-8-(1-methyl-4-piperidyl)-5-(2,2,2-trifluoroethyl)-pyrimido[5,4-b]indole